(2R,3S,5R)-5-(6-amino-2-chloro-9H-purin-9-yl)-2-ethyl-2-(hydroxymethyl)tetrahydrofuran-3-ol NC1=C2N=CN(C2=NC(=N1)Cl)[C@H]1C[C@@H]([C@](O1)(CO)CC)O